2-(4-((2-methoxy-5-(trifluoromethyl)benzamido)methyl)-3-methylphenyl)-9,10-dihydro-4H-benzo[d]pyrazolo[1,5-a][1,3]diazepine-3-carboxamide COC1=C(C(=O)NCC2=C(C=C(C=C2)C2=NN3C(NC4=C(CC3)C=CC=C4)=C2C(=O)N)C)C=C(C=C1)C(F)(F)F